OC1(CC(C1)C(=O)NC1=CC2=C(C=N1)C=C(N2)C2=CC(=NC=C2)C)C 3-hydroxy-3-methyl-N-(2-(2-methylpyridin-4-yl)-1H-pyrrolo[3,2-c]pyridin-6-yl)cyclobutanecarboxamide